C(C)C1=CC2=C(C(N(CC23CC3)CC(=O)NC3=NC=C(C=N3)OC)=O)S1 2-(2-ethyl-7-oxo-spiro[5H-thieno[2,3-c]pyridine-4,1'-cyclopropane]-6-yl)-N-(5-methoxypyrimidin-2-yl)acetamide